(2R,3S)-2-((E)-3-(5-bromo-6,7-difluoro-2-methyl-1H-benzo[d]imidazol-1-yl)prop-1-en-1-yl)piperidin-3-ol dihydrochloride Cl.Cl.BrC1=CC2=C(N(C(=N2)C)C/C=C/[C@H]2NCCC[C@@H]2O)C(=C1F)F